(6-Fluoropyridin-3-yl)methanamine FC1=CC=C(C=N1)CN